2,2'-(2',3',5'-tris(10-methylphenazin-5(10H)-yl)-6'-phenyl[1,1':4',1''-terphenyl]-4,4''-diyl)bis(benzo[d]oxazole) CN1C2=CC=CC=C2N(C=2C=CC=CC12)C1=C(C(=C(C(=C1N1C=2C=CC=CC2N(C2=CC=CC=C12)C)C1=CC=C(C=C1)C=1OC2=C(N1)C=CC=C2)N2C=1C=CC=CC1N(C1=CC=CC=C21)C)C2=CC=CC=C2)C2=CC=C(C=C2)C=2OC1=C(N2)C=CC=C1